6,7-dichloro-3-(hydroxyimino)indolin-2-one ClC1=CC=C2C(C(NC2=C1Cl)=O)=NO